O=C1N(C=NC2=CC(=CC=C12)C=1C=NNC1C(F)(F)F)[C@H](C)C=1C=C(C(=O)NCC2CCOCC2)C=CC1 (R)-3-(1-(4-Oxo-7-(5-(trifluoromethyl)-1H-pyrazol-4-yl)quinazolin-3(4H)-yl)ethyl)-N-((tetrahydro-2H-pyran-4-yl)methyl)benzamide